C(#N)C=1C=C(C=C(C1)F)[C@H]1N(OCC1)C(=O)[C@@H]1CC[C@H](CC1)CN1C=CC2=CC(=C(C=C12)C#N)F trans-1-((4-((S)-3-(3-cyano-5-fluorophenyl)isoxazolidine-2-carbonyl)cyclohexyl)methyl)-5-fluoro-1H-indole-6-carbonitrile